FC=1C=C(C=C(C1OC1=C2C(=NC=C1)N(C=C2C(F)(F)F)COCC[Si](C)(C)C)F)NC=2OCC(CN2)(C)C N-(3,5-difluoro-4-{[3-(trifluoromethyl)-1-{[2-(trimethylsilyl)ethoxy]methyl}-1H-pyrrolo[2,3-b]pyridin-4-yl]oxy}phenyl)-5,5-dimethyl-5,6-dihydro-4H-1,3-oxazin-2-amine